3-(4-amino-1-oxo-1,3-dihydro-isoindol-2-yl)-1-prop-2-ynylpiperidine-2,6-dione NC1=C2CN(C(C2=CC=C1)=O)C1C(N(C(CC1)=O)CC#C)=O